FC([C@@](C#C)(O)C)(C1=C(C(=CC=C1)[C@@H](C)NC=1C2=C(N=C(N1)C)C=NC(=C2)S(=O)(=O)C)F)F |o1:2| (2R or S)-1,1-difluoro-1-{2-fluoro-3-[(1R)-1-{[6-(methylsulfonyl)-2-methylpyrido[3,4-d]pyrimidin-4-yl]amino}ethyl]phenyl}-2-methylbut-3-yn-2-ol